ClC1=CC=C2CCN(C(C2=C1)=O)CCCC1=CC=CC=C1 7-chloro-2-(3-phenylpropyl)-3,4-dihydroisoquinolin-1(2H)-one